L-3-dimethylamino-1-propanol CN(CCCO)C